4a-(3-methoxyphenyl)octahydro-2H-benzo[b][1,4]oxazine hydrochloride Cl.COC=1C=C(C=CC1)C12C(OCCN1)CCCC2